(E)-3-(3-(3-amino-2-((4-((2-amino-6-methoxy-4-(methoxycarbonyl)phenyl)-amino)but-2-en-1-yl)amino)-5-carbamoylphenoxy)prop-1-yn-1-yl)piperidine-1-carboxylic acid tert-butyl ester C(C)(C)(C)OC(=O)N1CC(CCC1)C#CCOC1=C(C(=CC(=C1)C(N)=O)N)NC\C=C\CNC1=C(C=C(C=C1OC)C(=O)OC)N